tert-butyl (1-(3-((4-chloropyridin-3-yl)oxy)-1-(4-methoxybenzyl)-1H-pyrazolo[3,4-b]pyrazin-6-yl)-4-methylpiperidin-4-yl)carbamate ClC1=C(C=NC=C1)OC1=NN(C2=NC(=CN=C21)N2CCC(CC2)(C)NC(OC(C)(C)C)=O)CC2=CC=C(C=C2)OC